2-(2-(bis(4-methoxyphenyl)(phenyl)methoxy)ethoxy)ethan-1-ol COC1=CC=C(C=C1)C(OCCOCCO)(C1=CC=CC=C1)C1=CC=C(C=C1)OC